5-(p-tolyl)-1H-imidazole-2-formaldehyde C1(=CC=C(C=C1)C1=CN=C(N1)C=O)C